C(#N)C1=C(C=CC(=C1)C(=O)C1=CC=C2C(=CC=CN12)C1=CC2=C(N(C(=N2)CC)C)C=C1C(F)(F)F)NC(\C=C\CNC1CCC(CC1)OC)=O (E)-N-(2-cyano-4-(8-(2-ethyl-1-methyl-6-(trifluoromethyl)-1H-benzo[d]imidazol-5-yl)indolizine-3-carbonyl)phenyl)-4-(((1r,4r)-4-methoxycyclohexyl)amino)but-2-enamide